ClC=1C=C(OC2=C(C=C(C=C2)NC(CC2=C(C(=O)N(C)CCOC)C=CC=C2)=O)S(N)(=O)=O)C=CC1 2-(2-[4-(3-chlorophenoxy)-3-sulfamoylphenyl]amino-2-oxoethyl)-N-(2-methoxyethyl)-N-methylbenzamide